BrC=1C(=CC(=NC1)C)OC1=CC=CC=C1 5-bromo-2-methyl-4-phenoxy-pyridine